O-(3,4-dihydro-4-oxo-5-azabenzo-1,2,3-triazin-3-yl)-1,1,3,3-tetramethyluronium O=C1N(N=NC2=C1N=CC=C2)OC(=[N+](C)C)N(C)C